(2,3-difluorophenyl)-2-methyl-3,4-dihydropyrimidin-4-one FC1=C(C=CC=C1F)N1C(=NC=CC1=O)C